5-(2-(4-((3-(cyanomethyl)-5-fluorobenzyl)amino)butoxy)ethoxy)benzo[c][2,6]naphthyridine-8-carboxamide C(#N)CC=1C=C(CNCCCCOCCOC2=NC3=C(C4=CN=CC=C24)C=CC(=C3)C(=O)N)C=C(C1)F